1,3-diallyl-2-imidazolidinone C(C=C)N1C(N(CC1)CC=C)=O